N-(4-cyclobutyl-5-(cyclopropylmethyl)-1-methyl-1H-pyrazol-3-yl)-2-(1-(trifluoromethyl)cyclopropyl)acetamide C1(CCC1)C=1C(=NN(C1CC1CC1)C)NC(CC1(CC1)C(F)(F)F)=O